1-(t-butyl) 2-methyl 2-(2-(chloromethyl)allyl)-3-methylenepyrrolidin-1,2-dicarboxylate ClCC(CC1(N(CCC1=C)C(=O)OC(C)(C)C)C(=O)OC)=C